9-Hydroxy-N-((S)-1-(((S)-1-hydroxy-3-((S)-2-oxopyrrolidin-3-yl)propan-2-yl)amino)-4-methyl-1-oxopentan-2-yl)-9H-fluorene-9-carboxamide OC1(C2=CC=CC=C2C=2C=CC=CC12)C(=O)N[C@H](C(=O)N[C@H](CO)C[C@H]1C(NCC1)=O)CC(C)C